3-oxo-2,3-dihydropyridazin-4-carboxylic acid O=C1NN=CC=C1C(=O)O